C(C)(C)(C)OC(=O)N1OCC[C@@H]1C=1C=NC=C(C1)C#N.OC(=O)C(F)(F)F.O1N[C@H](CC1)C=1C=C(C=NC1)C#N 5-[(3R)-Isoxazolidin-3-yl]pyridine-3-carbonitrile TFA salt Tert-butyl-(R)-3-(5-cyanopyridin-3-yl)isoxazolidine-2-carboxylate